C1CCC2=C(C=CC=C12)C1=C(C=C2C(=N1)C(=NN2)C=2C=NN(C2)C2CN(C2)C(C[C@@H](C)O)=O)OC (R)-1-(3-(4-(5-(2,3-dihydro-1H-inden-4-yl)-6-methoxy-1H-pyrazolo[4,3-b]pyridin-3-yl)-1H-pyrazol-1-yl)azetidin-1-yl)-3-hydroxybutan-1-one